C(C)C=1SC(=CN1)CN1N=C(C=CC1=O)C=1C=NC(=NC1)OCC(F)(F)F 2-[(2-ethyl-1,3-thiazol-5-yl)methyl]-6-[2-(2,2,2-trifluoroethoxy)pyrimidin-5-yl]pyridazine-3-one